4,7-di-n-butoxynaphthyltetrahydrothiophenium bis(trifluoromethanesulfonyl)imide [N-](S(=O)(=O)C(F)(F)F)S(=O)(=O)C(F)(F)F.C(CCC)OC1=CC=C(C2=CC(=CC=C12)OCCCC)[S+]1CCCC1